(tetrahydro-2H-pyran-3-yl)methanamine hydrochloride Cl.O1CC(CCC1)CN